(2S)-2-[[2-(4-methylsulfonylanilino)-5-(1,3,4-oxadiazol-2-yl)pyrimidin-4-yl]amino]-2-phenyl-ethanol CS(=O)(=O)C1=CC=C(NC2=NC=C(C(=N2)N[C@H](CO)C2=CC=CC=C2)C=2OC=NN2)C=C1